2,3-difluoro-4-[2-fluoro-5-[[4-fluoro-2-(trifluoromethyl)benzoyl]amino]-4-[rac-(3R)-3,4-dimethylpiperazin-1-yl]phenyl]-N-(2,4,4-trimethylpentan-2-yl)benzamide FC1=C(C(=O)NC(C)(CC(C)(C)C)C)C=CC(=C1F)C1=C(C=C(C(=C1)NC(C1=C(C=C(C=C1)F)C(F)(F)F)=O)N1C[C@H](N(CC1)C)C)F |r|